3-[4-(2-ethoxyethoxy)phenyl]-2-[4,7,10-tris(carboxymethyl)-1,4,7,10-tetraazacyclododecan-1-yl]propanoic acid C(C)OCCOC1=CC=C(C=C1)CC(C(=O)O)N1CCN(CCN(CCN(CC1)CC(=O)O)CC(=O)O)CC(=O)O